N-(5-(6-(2-(2-((6-bromopyridin-2-yl)oxy)ethoxy)propoxy)-[1,2,4]triazolo[1,5-a]pyridin-2-yl)-8-(methylamino)-2,7-naphthyridin-3-yl)cyclopropanecarboxamide BrC1=CC=CC(=N1)OCCOC(COC=1C=CC=2N(C1)N=C(N2)C2=C1C=C(N=CC1=C(N=C2)NC)NC(=O)C2CC2)C